ethyl 2-[4-({[(4-chlorophenyl)methyl]amino} carbonylamino)phenyl]acetate ClC1=CC=C(C=C1)CNC(=O)NC1=CC=C(C=C1)CC(=O)OCC